(1S,9S)-9-Ethyl-5-fluoro-9-hydroxy-4-methyl-1-((3-nitropyridin-2-yl)amino)-1,2,3,9,12,15-hexahydro-10H,13H-benzo[de]pyrano[3',4':6,7]indolizino[1,2-b]quinoline-10,13-dione C(C)[C@]1(C(OCC=2C(N3CC=4C(=NC=5C=C(C(=C6C5C4[C@H](CC6)NC6=NC=CC=C6[N+](=O)[O-])C)F)C3=CC21)=O)=O)O